isoheptoyl chloride C(CCCC(C)C)(=O)Cl